C(#N)C1=C(C=CC(=C1)OC)S(=O)(=O)N1C[C@@H]([C@](C1)(CO)O)OC1=CC(=C(C#N)C=C1)F 4-(((3S,4S)-1-((2-cyano-4-methoxyphenyl)sulfonyl)-4-hydroxy-4-(hydroxymethyl)pyrrolidin-3-yl)oxy)-2-fluorobenzonitrile